(S)-1-(3-(dimethylamino)piperidin-1-yl)-3-(1-methyl-1H-imidazol-2-yl)propan-1-one hydrochloride Cl.CN([C@@H]1CN(CCC1)C(CCC=1N(C=CN1)C)=O)C